2-{7-[(3R)-1-cyclopropylpiperidin-3-yl]-6,7-dihydro-5H-pyrrolo[2,3-c]pyridazin-3-yl}-3-methyl-5-(trifluoromethyl)phenol C1(CC1)N1C[C@@H](CCC1)N1CCC2=C1N=NC(=C2)C2=C(C=C(C=C2C)C(F)(F)F)O